C(C)S(=O)(=O)OCCCN(C)C(=O)OC(C)(C)C 3-[tert-butoxycarbonyl(methyl)amino]propyl ethanesulfonate